(5RS,8RS)-5-{[(3R,4S)-3,4-Difluoropyrrolidin-1-yl]carbonyl}-2-[(3-fluoropyridin-2-yl)methyl]-8-(trifluoromethyl)-5,6,7,8-tetrahydro[1,2,4]triazolo[4,3-a]pyridin-3(2H)-one F[C@@H]1CN(C[C@@H]1F)C(=O)[C@H]1CC[C@H](C=2N1C(N(N2)CC2=NC=CC=C2F)=O)C(F)(F)F |&1:9,12|